(S)-2-(2,6-dichlorobenzoylamino)-3-(5-(5-fluoro-1-methyl-2-oxo-1,2-dihydropyridin-3-yl)quinolin-8-yl)propionic acid ClC1=C(C(=O)N[C@H](C(=O)O)CC=2C=CC(=C3C=CC=NC23)C=2C(N(C=C(C2)F)C)=O)C(=CC=C1)Cl